tert-Butyl 4-cyano-4-((2-((2,4-dichlorophenoxy)methyl)pyridin-4-yl)methyl)piperidine-1-carboxylate C(#N)C1(CCN(CC1)C(=O)OC(C)(C)C)CC1=CC(=NC=C1)COC1=C(C=C(C=C1)Cl)Cl